ClC1=CC=C(C=N1)N[C@H](C)C=1C=C(C=C2C(C(=C(OC12)C=1C=C(C(=O)OC)C=CC1)C)=O)C Methyl 3-[8-[(1R)-1-[(6-chloro-3-pyridyl)amino]ethyl]-3,6-dimethyl-4-oxo-chromen-2-yl]benzoate